C(=O)O.CN([C@@]1(CN(CCC1)C1=CC(=C(C(=C1)F)S(=O)(=O)NC1=NC=NC=C1)F)C[C@H]1CCC2=CC=C(C=C12)C(F)(F)F)C 4-((R)-3-(Dimethylamino)-3-(((R)-6-(trifluoromethyl)-2,3-dihydro-1H-inden-1-yl)methyl)piperidin-1-yl)-2,6-difluoro-N-(pyrimidin-4-yl)benzenesulfonamide formate